C(C1=CC=CC=C1)N1C[C@@H](C[C@H](C1)C)O (3R,5R)-1-benzyl-5-methylpiperidin-3-ol